COC(C1=C(C=C(C=C1)N1CCC(CC1)C(OC)OC)CO)=O 4-(4-(dimethoxymethyl)piperidin-1-yl)-2-(hydroxymethyl)benzoic acid methyl ester